IC=1C2=C(N(C1)C(=O)OC(C)(C)C)C=C(S2)C(=O)OCC 4-(tert-butyl) 2-ethyl 6-iodo-4H-thieno[3,2-b]pyrrole-2,4-dicarboxylate